C(C)C=1C(NC2=C(N1)N=CC(=C2)CN2CC1(CN(C1)C=1C=CC(=NC1F)C(=O)NC)C2)=O 5-(6-((3-ethyl-2-oxo-1,2-dihydropyrido[2,3-b]pyrazin-7-yl)methyl)-2,6-diazaspiro[3.3]heptan-2-yl)-6-fluoro-N-methylpicolinamide